C(CCCC)SSCCCCCC 1-(pentyldisulfanyl)hexane